C(=O)(OC(C)(C)C)N(C(SC)=N)C(=O)OC(C)(C)C N,N-bis-Boc-S-methylisothiourea